5,5'-((5-bromopyrimidine-2,4-diyl)bis(azanediyl))bis(1,3-dihydro-2H-benzo[d]imidazol-2-one) BrC=1C(=NC(=NC1)NC1=CC2=C(NC(N2)=O)C=C1)NC1=CC2=C(NC(N2)=O)C=C1